[Si](C)(C)(C(C)(C)C)OCC#CC=1C=CC(=NC1)N 5-(3-((tert-butyldimethylsilyl)oxy)prop-1-yn-1-yl)pyridin-2-amine